N-methyl-4-tetradecyl-N-octadecylanilinium [tetrakis(perfluorophenyl)borate] FC1=C(C(=C(C(=C1F)F)F)F)[B-](C1=C(C(=C(C(=C1F)F)F)F)F)(C1=C(C(=C(C(=C1F)F)F)F)F)C1=C(C(=C(C(=C1F)F)F)F)F.C[NH+](C1=CC=C(C=C1)CCCCCCCCCCCCCC)CCCCCCCCCCCCCCCCCC